N-(8,9-difluoro-6-oxo-1,4,5,6-tetrahydro-2H-pyrano[3,4-c]isoquinolin-1-yl)-N-methyl-1H-pyrrolo[3,2-c]pyridine-2-carboxamide FC=1C(=CC=2C3=C(NC(C2C1)=O)COCC3N(C(=O)C3=CC=1C=NC=CC1N3)C)F